C(#N)N1[C@H]2[C@@H](C[C@@H]1CC2)NC(C2=CC=C(C=C2)N(C2=NC=CC(=N2)C)C)=O N-((1R,2R,4S)-7-cyano-7-azabicyclo[2.2.1]heptan-2-yl)-4-(methyl(4-methyl-2-pyrimidinyl)amino)benzamide